C(C(O)CC(=O)[O-])(=O)[O-].C(CCCCCCC)[Sn+2]CCCCCCCC dioctyltin malate